(2S,3S)-2-amino-3-(4-fluorophenyl)pentanoic acid N[C@H](C(=O)O)[C@@H](CC)C1=CC=C(C=C1)F